C(N)(=O)CC[C@@H](C(NCC1=CC(=C(C=C1)S(=O)(=O)C)F)=O)NC(OC(C)(C)C)=O Tert-butyl N-[(1S)-3-carbamoyl-1-[[(3-fluoro-4-methanesulfonylphenyl)methyl]carbamoyl]propyl]carbamate